3,3'-dichlorobiphenyl-amine hydrochloride Cl.ClC1=C(C(=CC=C1)C1=CC(=CC=C1)Cl)N